COC1=CC=C2C(=NC(=NC2=C1)NC)NCC1=CC=C(C=C1)B(O)O 4-(((7-methoxy-2-(methylamino)quinazolin-4-yl)amino)methyl)phenylboronic acid